Cl.NC=1C=C(C=CC1)B(O)O 3-AMINOPHENYLBORONIC ACID HYDROCHLORIDE